1,3-dimethyl-1-cyclopentyl acrylate C(C=C)(=O)OC1(CC(CC1)C)C